2-(1H-pyrazol-4-yl)-N-(3-(pyridin-2-yl)-1-((tetrahydro-2H-pyran-4-yl)methyl)-1H-pyrazol-4-yl)thiazole-4-carboxamide Formic Acid Salt C(=O)O.N1N=CC(=C1)C=1SC=C(N1)C(=O)NC=1C(=NN(C1)CC1CCOCC1)C1=NC=CC=C1